COCCN1N=CC=C1 2-(2-methoxyethyl)pyrazol